N(=[N+]=[N-])C(CCCCCC=1C=CC=C(C(=O)O)C1)N=[N+]=[N-].ClC=1C(=CC(=C(C1)S(=O)(=O)NC1=NC=NC=C1)F)NCC1=C(C=C(C=C1)F)N1CCCC1 5-chloro-2-fluoro-4-((4-fluoro-2-(pyrrolidin-1-yl)benzyl)amino)-N-(pyrimidin-4-yl)benzenesulfonamide 5-bis-azidohexylbenzoate